[Si](C)(C)(C(C)(C)C)OCCN1N=C(C(=CC1=O)OCC1CC1)Cl 2-(2-((tert-butyldimethylsilyl)oxy)ethyl)-6-chloro-5-(cyclopropylmethoxy)pyridazin-3(2H)-one